ClC1=CC(=C(CSC2=CC=NN2C2CCN(CC2)C(=O)OC(C)(C)C)C=C1)F tert-butyl 4-(5-((4-chloro-2-fluorobenzyl)thio)-1H-pyrazol-1-yl)piperidine-1-carboxylate